tert-butyl (R)-3-(2-fluoro-4-((4-(hydroxymethyl)pyrimidin-2-yl)amino)-N-(8-methylisoquinolin-1-yl)benzamido)piperidine-1-carboxylate FC1=C(C(=O)N(C2=NC=CC3=CC=CC(=C23)C)[C@H]2CN(CCC2)C(=O)OC(C)(C)C)C=CC(=C1)NC1=NC=CC(=N1)CO